C1(CC1)C#CC1=C(N)C=CC(=C1)C(F)(F)F 2-(Cyclopropylethynyl)-4-(trifluoromethyl)aniline